CN1C(=NC=2C1=NC(=CC2N2CCOCC2)N2N=C(C=C2)C=2C=C(C=CC2)C)C2=NC=CC=C2 4-(3-methyl-2-(pyridin-2-yl)-5-(3-(m-tolyl)-1H-pyrazol-1-yl)-3H-imidazo[4,5-b]pyridin-7-yl)morpholine